[2-[[(1R,3S)-3-([1,2,4]triazolo[4,3-a]pyridin-3-yl)cyclohexyl]amino]-5-(trifluoromethyl)pyrimidin-4-yl]methanol N=1N=C(N2C1C=CC=C2)[C@@H]2C[C@@H](CCC2)NC2=NC=C(C(=N2)CO)C(F)(F)F